4-({[4-fluoro-1-(3-hydroxy-2,2-dimethylpropanoyl)-3-[1-(3-hydroxypyrrolidine-1-carbonyl)-3-methyl-5-oxopiperidin-4-yl]-1H-pyrazol-5-yl](methyl)amino}methyl)benzene-1-carboximidamide FC=1C(=NN(C1N(C)CC1=CC=C(C=C1)C(N)=N)C(C(CO)(C)C)=O)C1C(CN(CC1=O)C(=O)N1CC(CC1)O)C